6-(4-chlorophenyl)-2-(3,5-difluorophenyl)-N-[(2R)-2-hydroxy-3-methylbutyl]-3-oxo-2,3-dihydropyridazine-4-carboxamide ClC1=CC=C(C=C1)C=1C=C(C(N(N1)C1=CC(=CC(=C1)F)F)=O)C(=O)NC[C@@H](C(C)C)O